NC=1N=NC(=CC1N1CC2CCC(C1)N2C2=CC(=NC=C2)C#CCN2CCS(CC2)(=O)=O)C2=C(C=CC=C2)O 4-(3-(4-(3-(3-amino-6-(2-hydroxyphenyl)pyridazin-4-yl)-3,8-diazabicyclo[3.2.1]octan-8-yl)pyridin-2-yl)prop-2-yn-1-yl)thiomorpholine-1,1-dioxide